(1R,2r)-2-((S)-amino(phenyl)methyl)cyclopropanecarbonitrile N[C@@H]([C@H]1[C@@H](C1)C#N)C1=CC=CC=C1